BrC=1C=C2C(=C(C(N(C2=NC1)CC1=CC=C(C=C1)C#N)=O)C(=O)NC1CC2(C1)CCC2)C 6-bromo-1-(4-cyanobenzyl)-4-methyl-2-oxo-N-(spiro[3.3]heptan-2-yl)-1,2-dihydro-1,8-naphthyridine-3-carboxamide